FC=1C=C2C(=CNC(C2=CC1F)=O)[C@H](C)N(C(=O)NC1=CC(=C(C=C1)F)C(F)F)C (S)-1-(1-(6,7-difluoro-1-oxo-1,2-dihydroisoquinolin-4-yl)ethyl)-3-(3-(difluoromethyl)-4-fluorophenyl)-1-methylurea